C1(=CC=C(C=C1)CCCC(=O)O)C 4-p-Tolylbutyric acid